(R,S)-3-hydroxy-3-(5-(3-isothiocyanatophenyl)isoxazol-3-yl)-1-methylpyrrolidin-2-one O[C@@]1(C(N(CC1)C)=O)C1=NOC(=C1)C1=CC(=CC=C1)N=C=S